BrC(C[Si](OC)(OC)OC)C 2-bromopropyltrimethoxysilane